Methyl 2-fluoro-3-((2-methylallyl)oxy)benzoate FC1=C(C(=O)OC)C=CC=C1OCC(=C)C